3-(benzenesulfonyl)-N-[2-[3-(2,4-dimethyl-1,3-thiazol-5-yl)-6-oxopyridazin-1-yl]ethyl]propionamide C1(=CC=CC=C1)S(=O)(=O)CCC(=O)NCCN1N=C(C=CC1=O)C1=C(N=C(S1)C)C